2-((6-(2-hydroxyethoxy)-benzo[d]oxazol-2-yl)-amino)-N-(2-(2-hydroxy-ethoxy)ethyl)-1-methyl-1H-benzo[d]imidazole-5-carboxamide OCCOC1=CC2=C(N=C(O2)NC2=NC3=C(N2C)C=CC(=C3)C(=O)NCCOCCO)C=C1